CO[C@H]1CN(C[C@@H]1NC(=O)N[C@@H]1[C@H](C1)C1=CC=CC=C1)C(=O)C1=CC=C(C(=O)N2C[C@H]([C@@H](C2)C(=O)N[C@@H]2[C@H](C2)C2=CC=CC=C2)C(=O)N[C@@H]2[C@H](C2)C2=CC=CC=C2)C=C1 (3S,4S)-1-(4-((3S,4S)-3-methoxy-4-(3-((1S,2R)-2-phenylcyclopropyl)ureido)pyrrolidine-1-carbonyl)benzoyl)-N3,N4-bis((1S,2R)-2-phenylcyclopropyl)pyrrolidine-3,4-dicarboxamide